N1N=CC2=CC(=CC=C12)C#CC1=NC(=NC=C1)C1=NC(=NC=C1)NCC1=NC=C(C=C1)C 4-((1H-Indazol-5-yl)ethynyl)-N-((5-methylpyridin-2-yl)methyl)-[2,4'-bipyrimidin]-2'-amine